2-(methylamino)ethyl methacrylate C(C(=C)C)(=O)OCCNC